C1CN2C(CN1)COC2=O.Cl hexahydro-1H-[1,3]oxazolo[3,4-a]piperazin-3-one hydrochloride